FC=1C=C(CN2C(C=3NN=C(C3C2)NC(C2=CC=C(C=C2)Br)=O)(C)C)C=C(C1)F N-[5-(3,5-difluorobenzyl)-6,6-dimethyl-1,4,5,6-tetrahydropyrrolo[3,4-c]pyrazol-3-yl]-4-bromobenzamide